3-(6-chloro-2-((4-nitrophenoxy)carbonyl)-1,2,3,4-tetrahydroisoquinolin-8-yl)morpholine-4-carboxylic acid tert-butyl ester C(C)(C)(C)OC(=O)N1C(COCC1)C=1C=C(C=C2CCN(CC12)C(=O)OC1=CC=C(C=C1)[N+](=O)[O-])Cl